cis-5-(2,5-diazabicyclo[4.2.0]octan-2-yl)-N-methylpyridine-2-carboxamide [C@@H]12N(CCN[C@H]2CC1)C=1C=CC(=NC1)C(=O)NC